BrC1=C(C=CC(=C1)F)OC([2H])([2H])[2H] 2-bromo-4-fluoro-1-(methoxy-d3)benzene